C[C@@]12CCC=3N=C(SC3C2=CC[C@H]2[C@H]3[C@](CC[C@H]12)([C@H](CC3)O)C)NCCCN3CCOCC3 (5aR,5bS,7aS,8S,10aS,10bR)-5a,7a-dimethyl-2-((3-morpholinopropyl)amino)-5,5a,5b,6,7,7a,8,9,10,10a,10b,11-dodecahydro-4H-cyclopenta[7,8]phenanthro[2,1-d]thiazol-8-ol